N[C@@H]([C@@H](C(=O)N[C@H](C(=O)O)C1=CC(=CC=C1)OC(F)(F)F)O)CC1=CC=C(C=C1)C(F)(F)F (S)-2-((2S,3R)-3-amino-2-hydroxy-4-(4-(trifluoromethyl)phenyl)butanamido)-2-(3-(trifluoromethoxy)phenyl)acetic acid